[6-(3-cyclopropyl-1,2,4-triazol-1-yl)-2-azaspiro[3.3]heptan-2-yl]-[6-[6-(trifluoromethyl)pyridazin-3-yl]oxy-2-azaspiro[3.3]heptan-2-yl]methanone C1(CC1)C1=NN(C=N1)C1CC2(CN(C2)C(=O)N2CC3(C2)CC(C3)OC=3N=NC(=CC3)C(F)(F)F)C1